tetratridecyl-4,4'-butylidenebis(2-t-butyl-5-methylphenol) diphosphite OP(O)OP(O)O.C(CCCCCCCCCCCC)C(C(C(C1=CC(=C(C=C1C)O)C(C)(C)C)(C1=CC(=C(C=C1C)O)C(C)(C)C)CCCCCCCCCCCCC)(CCCCCCCCCCCCC)CCCCCCCCCCCCC)C